N-(4-amino-3-fluorophenyl)-6-(furan-3-yl)benzo[b]thiophene-2-carboxamide NC1=C(C=C(C=C1)NC(=O)C1=CC2=C(S1)C=C(C=C2)C2=COC=C2)F